ClC1=CC=C(C(=N1)N)C1=CC(=NC=C1)C(F)F 6-chloro-2'-(difluoromethyl)-[3,4'-bipyridin]-2-amine